6-[(2S)-2-aminopropyl]-2-chloro-5-fluoro-N-[(pyridin-2-yl)methyl]-7H-pyrrolo[2,3-d]pyrimidin-4-amine N[C@H](CC1=C(C2=C(N=C(N=C2NCC2=NC=CC=C2)Cl)N1)F)C